NC1CC(C1)[18F] 1-amino-3-[18F]fluorocyclobutane